8-[2-methoxy-4-(trifluoromethyl)phenyl]-N-[4-(piperidin-4-yl)-2,3-dihydro-1-benzofuran-7-yl]quinazolin-2-amine COC1=C(C=CC(=C1)C(F)(F)F)C=1C=CC=C2C=NC(=NC12)NC1=CC=C(C=2CCOC21)C2CCNCC2